ClC1=CC=C(C=C1)N(C(=O)C1=NC(=CN=C1)C=1C=NC(=CC1)C(F)(F)F)C N-(4-chlorophenyl)-N-methyl-6-(6-(trifluoromethyl)pyridin-3-yl)pyrazine-2-carboxamide